2-butoxy-6-fluorobenzene C(CCC)OC1=CC(=CC=C1)F